2-((2R,4S)-1-acryloyl-4-(4-amino-3-((4,6-difluoro-1,2-dimethyl-1H-benzo[d]imidazol-5-yl)ethynyl)-1H-pyrazolo[4,3-c]pyridin-1-yl)pyrrolidin-2-yl)acetonitrile formate C(=O)O.C(C=C)(=O)N1[C@H](C[C@@H](C1)N1N=C(C=2C(=NC=CC21)N)C#CC2=C(C1=C(N(C(=N1)C)C)C=C2F)F)CC#N